OC1=CC=C(C=C1)C(=C(CC)C1=CC=C(C=C1)O)C1=CC=C(OCCN2CCC(CC2)CN2C3CN(C(C2)C3)C=3C=C2C(N(C(C2=CC3F)=O)C3C(NC(CC3)=O)=O)=O)C=C1 5-(5-((1-(2-(4-(1,2-bis(4-hydroxyphenyl)but-1-en-1-yl)phenoxy)ethyl)piperidin-4-yl)methyl)-2,5-diazabicyclo[2.2.1]heptan-2-yl)-2-(2,6-dioxopiperidin-3-yl)-6-fluoroisoindoline-1,3-dione